O=C(NCCOCCOCC(=O)O)COCCOCCNC(CC[C@H](NC(CCCCCCCCCCCCCCCCCCC(=O)O)=O)C(=O)O)=O (21S)-9,18,23-trioxo-2,5,11,14-tetraoxa-8,17,22-triazahentetracontane-1,21,41-tricarboxylic acid